C(C)OC(=O)C1=CN(C2=NC(=CC(=C2C1=O)C)Cl)C1=NC(=NS1)C=1C=NC=CC1 7-chloro-5-methyl-4-oxo-1-[3-(pyridin-3-yl)-1,2,4-thiadiazol-5-yl]-1,4-dihydro-1,8-naphthyridine-3-carboxylic acid ethyl ester